FC=1C(=C(C=2C(=NSN2)C1C=1SC(=CC1)C1=C(C=CC=C1C)C)C=1SC(=CC1)C1=C(C=CC=C1C)C)OC1=CC=CC=C1 6-fluoro-5-phenoxy-4,7-bis[5-(2,6-dimethylphenyl)-2-thienyl]benzo[c]-1,2,5-thiadiazole